N-methyl-2-(piperazin-1-yl)thiazole-5-amide hydrochloride Cl.CNC(=O)C1=CN=C(S1)N1CCNCC1